3-ethyl-7-(((1r,6s)-5-(3-(methylamino)isoxazolo[4,5-b]pyridin-6-yl)-2,5-diazabicyclo[4.2.0]oct-2-yl)methyl)-1,5-naphthyridin-2(1H)-one C(C)C=1C(NC2=CC(=CN=C2C1)CN1[C@@H]2CC[C@@H]2N(CC1)C=1C=C2C(=NC1)C(=NO2)NC)=O